nonylnonylphthalate C(CCCCCCCC)C=1C(=C(C(C(=O)[O-])=CC1)C(=O)[O-])CCCCCCCCC